α-methylnaphthalene CC1=CC=CC2=CC=CC=C12